(4S)-1-(6-Aminohexanoyl)-N-[(3R)-2,6-dioxo-3-piperidyl]-3,4-dihydro-2H-quinol-4-carboxamide hydrochloride Cl.NCCCCCC(=O)N1CC[C@@H](C2=CC=CC=C12)C(=O)N[C@H]1C(NC(CC1)=O)=O